bis(2,4-di-t-butyl-4-methylphenyl)pentaerythritol phosphite P(O)(O)O.C(C)(C)(C)C1=C(C=CC(C1)(C)C(C)(C)C)C(O)(C(CO)(CO)CO)C1=C(CC(C=C1)(C(C)(C)C)C)C(C)(C)C